6-[(4-chlorophenyl)amino]-1-{6-[methyl(piperidin-4-yl)amino]pyridin-2-yl}-2-(prop-2-en-1-yl)-1H,2H,3H-pyrazolo[3,4-d]pyrimidin-3-one ClC1=CC=C(C=C1)NC1=NC=C2C(=N1)N(N(C2=O)CC=C)C2=NC(=CC=C2)N(C2CCNCC2)C